5-(dimethylamino)-2-fluoro-4-(((4-methoxypiperidin-1-yl)sulfonyl)carbamoyl)benzoic acid CN(C=1C(=CC(=C(C(=O)O)C1)F)C(NS(=O)(=O)N1CCC(CC1)OC)=O)C